(3S,5R)-3-((S)-sec-butyl)-5-methyl-2-oxo-1,2,3,5-tetrahydro-4H-benzo[e][1,4]diazepine-4-carboxamide [C@H](C)(CC)[C@@H]1N([C@@H](C2=C(NC1=O)C=CC=C2)C)C(=O)N